BrC1=C(C(=O)NCC[C@@]23C[C@](C[C@H]2[C@@H]2CC=C4C[C@H](CC[C@]4(C)[C@H]2CC3)O)(O)CC=C)C=CC=C1 (2-bromobenzamidomethyl)-16alpha-allyl-16beta-hydroxy-androsta-5-en-3beta-ol